CN1N=C(C=C1)C=1C=C(C=NC1OC1=CC=C(C=C1)C(F)(F)F)C(=O)N[C@@H](CNC(OC(C)(C)C)=O)C |r| tert-Butyl [(2RS)-2-({5-(1-methyl-1H-pyrazol-3-yl)-6-[4-(trifluoromethyl)phenoxy] pyridine-3-carbonyl}amino)propyl]carbamate